4-cyclobutyl-1-methyl-3-(2-(trifluoromethyl)thiazol-5-yl)-1H-pyrazol-5-amine C1(CCC1)C=1C(=NN(C1N)C)C1=CN=C(S1)C(F)(F)F